CC1=NNC(=C1N(CCOC(C(=C)C)=O)C(=O)O)C 2-[(3,5-Dimethylpyrazolyl)carboxyamino]ethylmethacrylat